sodium (2,4-di-butylphenyl) phosphate P(=O)(OC1=C(C=C(C=C1)CCCC)CCCC)([O-])[O-].[Na+].[Na+]